CC(C)(C#N)N=NC(C)(C)C#N Azo-bisisobutyronitrile